C(C)(=O)O[C@@H]1[C@H](O[C@H]([C@@H]1OC(C)=O)N1C=2N=C(NC(C2N=C1)=O)N)COC(C)=O (2R,3R,4R,5R)-2-(acetoxymethyl)-5-(2-amino-6-oxo-1,6-dihydro-9H-purin-9-yl)tetrahydrofuran-3,4-diyl diacetate